(R)-3-(6-(3-((tert-butoxycarbonyl)(cyclobutylmethyl)amino)piperidin-1-yl)pyridin-3-yl)oxetane-3-carboxylic acid hydrochloride Cl.C(C)(C)(C)OC(=O)N([C@H]1CN(CCC1)C1=CC=C(C=N1)C1(COC1)C(=O)O)CC1CCC1